N-(adamantan-2-yl)-2-(6-(3-methoxybenzyl)-1,1-dioxido-1,2,6-thiadiazinan-2-yl)acetamide C12C(C3CC(CC(C1)C3)C2)NC(CN2S(N(CCC2)CC2=CC(=CC=C2)OC)(=O)=O)=O